3-(1-(4-chlorobenzyl)-3-(cyclobutanecarbonyl)-5-isopropyl-1H-pyrrolo[2,3-b]pyridin-2-yl)-2,2-dimethylpropionic acid ClC1=CC=C(CN2C(=C(C=3C2=NC=C(C3)C(C)C)C(=O)C3CCC3)CC(C(=O)O)(C)C)C=C1